3-(4-chlorophenyl)-1-(1,1-dimethylethyl)-1H-pyrazolo[3,4-d]pyrimidin-4-amine ClC1=CC=C(C=C1)C1=NN(C2=NC=NC(=C21)N)C(C)(C)C